[C@H](C)(CC)[C@@H]1N(CC2=C(NC1=O)C=NC=C2)C=2C(C(C2NCCO)=O)=O 3-((S)-3-((S)-sec-butyl)-2-oxo-1,2,3,5-tetrahydro-4H-pyrido[3,4-e][1,4]diazepin-4-yl)-4-((2-hydroxyethyl)amino)cyclobut-3-ene-1,2-dione